4,4,5,5-tetramethyl-2-{4-[(tetrahydro-2H-pyran-4-yloxy)methyl]-Phenyl}-1,3,2-dioxaborolane CC1(OB(OC1(C)C)C1=CC=C(C=C1)COC1CCOCC1)C